tert-Butyl 6-(5-(5-(1-(3,5-dichloropyridin-4-yl)ethoxy-2,2,2-d3)-1-(tetrahydro-2H-pyran-2-yl)-1H-indazol-3-yl)pyridin-2-yl)-2,6-diazaspiro[3.3]heptane-2-carboxylate ClC=1C=NC=C(C1C(C([2H])([2H])[2H])OC=1C=C2C(=NN(C2=CC1)C1OCCCC1)C=1C=CC(=NC1)N1CC2(CN(C2)C(=O)OC(C)(C)C)C1)Cl